C1=CC(=CC=C1N)OC2=CC=C(C=C2)N 4,4-diaminodiphenyl ether